Tert-Butyl (S)-(4-(benzylamino)-2-hydroxybicyclo[2.2.2]octan-1-yl)carbamate C(C1=CC=CC=C1)NC12C[C@@H](C(CC1)(CC2)NC(OC(C)(C)C)=O)O